O1C(OCC1)C=1C(=NC=CC1)C1NCCC(C1)C(F)(F)F 3-(1,3-dioxolan-2-yl)-2-(4-(trifluoromethyl)piperidin-2-yl)pyridine